C1(=CC(=CC=C1)C=CC(=O)O)C1=CC=CC=C1 biphenyl-3-acrylic acid